ethyl 2-amino-6-cyano-6-cyclopentyl-4,5,6,7-tetrahydro-1-benzothiophene-3-carboxylate NC=1SC2=C(C1C(=O)OCC)CCC(C2)(C2CCCC2)C#N